CC1=C(C=CC(=C1)CSC)[N+](=O)[O-] 2-Methyl-4-(methylsulfanylmethyl)-1-nitro-benzene